3-(4-methylpiperazin-1-yl)-1-(4-(pyridin-4-yl)-3,4-dihydroquinoxalin-1(2H)-yl)propan-1-one benzyl-cycloheptanoate C(C1=CC=CC=C1)OC(=O)C1CCCCCC1.CN1CCN(CC1)CCC(=O)N1CCN(C2=CC=CC=C12)C1=CC=NC=C1